6-(3-Benzyloxy-4-methoxybenzyl)-5-methyl-2-phenyl-3-(piperidin-1-yl)pyrazolo[1,5-a]pyrimidin-7(4H)-one C(C1=CC=CC=C1)OC=1C=C(CC2=C(NC=3N(C2=O)N=C(C3N3CCCCC3)C3=CC=CC=C3)C)C=CC1OC